ClC=1C(=C2CC(CC2=CC1)NC=1C=CC(=NC1)[C@@H](C(F)(F)F)N(C(=O)C1CCS(CC1)(=O)=O)C)C(C)C N-((1S)-1-(5-((5-Chloro-4-isopropyl-2,3-dihydro-1H-inden-2-yl)amino)pyridin-2-yl)-2,2,2-trifluoroethyl)-N-methyltetrahydro-2H-thiopyran-4-carboxamide 1,1-dioxide